8-((2s,5r)-4-(1-(4-(1H-1,2,4-triazol-1-yl)phenyl)ethyl)-2,5-dimethylpiperazin-1-yl)-5-methyl-6-oxo-5,6-dihydro-1,5-naphthyridine-2-carbonitrile N1(N=CN=C1)C1=CC=C(C=C1)C(C)N1C[C@@H](N(C[C@H]1C)C1=CC(N(C=2C=CC(=NC12)C#N)C)=O)C